C(=C)N1C=[N+](C=C1)CC vinyl-3-ethyl-1H-imidazol-3-ium